N-(5-(4-((7-amino-4-oxoquinazolin-3(4H)-yl)methyl)-4-hydroxypiperidin-1-yl)-4-benzyl-5-oxopentyl)-4-chloroquinoline-7-carboxamide NC1=CC=C2C(N(C=NC2=C1)CC1(CCN(CC1)C(C(CCCNC(=O)C1=CC=C2C(=CC=NC2=C1)Cl)CC1=CC=CC=C1)=O)O)=O